ClC1=CC=CC(=N1)N1N=C(N=C1N)NC1=CC=C(C=C1)OCCN1CCCC1 1-(6-Chloropyridin-2-yl)-N3-(4-(2-(pyrrolidin-1-yl)ethoxy)phenyl)-1H-1,2,4-triazole-3,5-diamine